BrC1=CC(=C(C(=C1N1C[C@H](N(CC1)C(=O)OC(C)(C)C)CO)F)C#N)[N+](=O)[O-] tert-butyl (S)-4-(6-bromo-3-cyano-2-fluoro-4-nitrophenyl)-2-(hydroxymethyl)piperazine-1-carboxylate